FC(C=1C(=C(C=CC1)[C@@H](C)NC1=NN=C(C=2C1=CN(C(C2)=O)C2(CC2)C)OC)F)F (R)-4-((1-(3-(difluoromethyl)-2-fluorophenyl)ethyl)amino)-1-methoxy-6-(1-methylcyclopropyl)pyrido[3,4-d]pyridazin-7(6H)-one